2,6-diphenyl-4-p-tolylpyridine C1(=CC=CC=C1)C1=NC(=CC(=C1)C1=CC=C(C=C1)C)C1=CC=CC=C1